C(=O)C=1C=C(C(=O)N)C=CC1 3-FORMYLBENZAMIDE